ethyl 2-((tert-butoxycarbonyl) (2-methyl-5-(trifluoromethyl)phenyl)amino)oxazole-4-carboxylate C(C)(C)(C)OC(=O)N(C=1OC=C(N1)C(=O)OCC)C1=C(C=CC(=C1)C(F)(F)F)C